methylaminopropionamide CNC(C(=O)N)C